COC1=NC=C(C(=N1)OC)C1=CC(=C(N=N1)C)N1CCC2(CC2)CC1 6-(6-(2,4-dimethoxypyrimidin-5-yl)-3-methylpyridazin-4-yl)-6-azaspiro[2.5]octane